N[C@H](CC1=C(C=2N=C(N=C(C2S1)NCC=1OC=CC1)C#N)C)C 6-[(2S)-2-aminopropyl]-4-{[(furan-2-yl)methyl]amino}-7-methylthieno[3,2-d]pyrimidine-2-carbonitrile